(S)-N-Fmoc-tetrahydroisoquinoline-3-carboxylic acid C(=O)(OCC1C2=CC=CC=C2C2=CC=CC=C12)N1CC2=CC=CCC2C[C@H]1C(=O)O